C1(CC1)C1=C(C(=NO1)C1=C(C=NC=C1Cl)Cl)/C=C/C12COC(CC1)(CC2)C2=NC(=NO2)C=2C=C(C(=O)O)C=CC2 (E)-3-(5-(4-(2-(5-cyclopropyl-3-(3,5-dichloropyridin-4-yl)isoxazol-4-yl)vinyl)-2-oxabicyclo[2.2.2]oct-1-yl)-1,2,4-oxadiazol-3-yl)benzoic acid